FC1=C(C=C(C=C1)F)C1=CC=CC2=C1NC(=NS2(=O)=O)NCC2=NC=CC=C2 5-(2,5-difluorophenyl)-3-((pyridin-2-ylmethyl)amino)-4H-benzo[e][1,2,4]thiadiazine 1,1-dioxide